1-((1R,5S,6r)-6-(3-(4-chloro-2-fluorophenyl)-1,2,4-oxadiazol-5-yl)-3-azabicyclo[3.1.1]heptan-3-yl)-2-(1-methyl-1H-1,2,4-triazol-5-yl)ethan-1-one ClC1=CC(=C(C=C1)C1=NOC(=N1)C1[C@H]2CN(C[C@@H]1C2)C(CC2=NC=NN2C)=O)F